P([O-])([O-])=O.[Li+].[Li+] Lithium Phosphonat